N1(CCOCC1)[2H] morpholine-4-d